6-(3-(trifluoromethoxy)phenyl)nicotinaldehyde FC(OC=1C=C(C=CC1)C1=NC=C(C=O)C=C1)(F)F